3-glycidylpropyldiethoxysilane C(C1CO1)CCC[SiH](OCC)OCC